FC1=C(C=CC=C1)CC(=O)NC=1SC2=C(N1)C=CC(=C2)C(=O)O 2-(2-(2-fluorophenyl)acetamido)benzo[d]thiazole-6-carboxylic acid